fluorenylmethoxycarbonyl-aspartic acid-4-tertiary butyl ester C(C)(C)(C)OC(C[C@H](NC(=O)OCC1=CC=CC=2C3=CC=CC=C3CC12)C(=O)O)=O